COC(=O)C=1N=C2N(C=C(C=N2)C(F)(F)F)C1 6-(trifluoromethyl)imidazo[1,2-a]pyrimidine-2-carboxylic acid methyl ester